2-(6-fluoro-1-methyl-1H-indol-4-yl)-6,7-dimethoxy-4-(morpholine-4-carbonyl)isoquinolin-1(2H)-one FC1=CC(=C2C=CN(C2=C1)C)N1C(C2=CC(=C(C=C2C(=C1)C(=O)N1CCOCC1)OC)OC)=O